OC(C)C1C2CC(C(C1)C2)N=C=S exo-2-(1'-hydroxyethyl)-5-isothiocyanato-norbornane